COC=1C(=CC=NC1)C1=C(C=NC(=C1)N1CCN(C2(CC2)C1=O)C)C(=O)N 5'-methoxy-6-(4-methyl-8-oxo-4,7-diazaspiro[2.5]octan-7-yl)-[4,4'-bipyridine]-3-carboxamide